C(C)(C)C1=CC(=CC(=C1)C)C(C)C 1,3-diisopropyl-5-methylbenzene